4-cyano-N-(5-{1-[4-(trifluoromethyl)phenyl]-1H-pyrazol-4-yl}-1H-indol-3-yl)oxane-4-carboxamide C(#N)C1(CCOCC1)C(=O)NC1=CNC2=CC=C(C=C12)C=1C=NN(C1)C1=CC=C(C=C1)C(F)(F)F